O[C@H]([C@@H](CC)NC1=CC=CC(=N1)S(=O)(=O)NC1=NC(=C(C=C1)C(F)(F)F)C1=C(C=CC=C1)C)CC=O 6-{[(3R,4S)-4-hydroxyoxohexan-3-yl]amino}-N-[6-(2-methylphenyl)-5-(trifluoromethyl)pyridin-2-yl]pyridine-2-sulfonamide